(E)-N-cyclohexyl-3-phenyl-N-thiazol-2-yl-prop-2-enamide C1(CCCCC1)N(C(\C=C\C1=CC=CC=C1)=O)C=1SC=CN1